(S)-5,8,8-trimethyl-5-(3-(methylsulfonyl)phenyl)-7,8,9,10-tetrahydropyrido[2,3-b][1,6]naphthyridin-6(5H)-one C[C@@]1(C2=C(NC=3CC(NC(C13)=O)(C)C)N=CC=C2)C2=CC(=CC=C2)S(=O)(=O)C